FC(COC(C(=C)F)=O)(C(F)(F)F)F.OC1=CC=C(C=C1)\C=C/C(=O)NC1=CC=C(C=C1)NC1=CC=CC=C1 (Z)-3-(4-hydroxyphenyl)-N-(4-(phenylamino)phenyl)acrylamide 2,2,3,3,3-pentafluoropropyl-α-fluoroacrylate